ClC1=CC=CC2=C1N(C(N2C)=O)C2=CC=C(C=C2)C[C@@H](C(=O)O)NC(C2=C(C=C(C=C2Cl)Cl)Cl)=O (S)-3-(4-(7-chloro-3-methyl-2-oxo-2,3-dihydro-1H-benzo[d]imidazol-1-yl)phenyl)-2-(2,4,6-trichlorobenzoyl-amino)propionic acid